C(CCCCCCC(=O)O[C@@H](CNC(C)(C)C)COC1=NSN=C1N1CCOCC1)(=O)O[C@@H](CNC(C)(C)C)COC1=NSN=C1N1CCOCC1 bis((S)-1-(tert-butylamino)-3-((4-morpholino-1,2,5-thiadiazol-3-yl)oxy)propan-2-yl) octanedioate